CC=1N=NN(C1COC=1C=C2CCN(CC2=CN1)C(=O)OC(C)(C)C)C=1C=NC(=CC1)C tert-butyl 6-{[4-methyl-1-(6-methylpyridin-3-yl)-1H-1,2,3-triazol-5-yl]methoxy}-1,2,3,4-tetrahydro-2,7-naphthyridine-2-carboxylate